ClC1=CC=C2C(=N1)NC=C2S(=O)(=O)NC=2C(=NC(=CC2)OCC(F)F)OC 6-Chloro-N-[6-(2,2-difluoroethoxy)-2-methoxypyridin-3-yl]-1H-pyrrolo[2,3-b]pyridin-3-sulfonamid